((1-((2-nitro-1H-imidazol-1-yl)methyl)-1H-1,2,3-triazol-4-yl)benzyl)-1,2-oxathiolane 2,2-dioxide [N+](=O)([O-])C=1N(C=CN1)CN1N=NC(=C1)C(C1=CC=CC=C1)C1S(OCC1)(=O)=O